bis(ethylamino)methylcyclopentylsilane C(C)NC(NCC)[SiH2]C1CCCC1